isoheptadecyl acrylate isoheptadecyl-methacrylate C(CCCCCCCCCCCCCC(C)C)OC(C(=C)C)=O.C(C=C)(=O)OCCCCCCCCCCCCCCC(C)C